N-(1,3-Benzodioxol-4-yl)-2-(1-piperidinyl)pyridin-4-amine O1COC2=C1C=CC=C2NC2=CC(=NC=C2)N2CCCCC2